C(C=C)(=O)N1CCC(CC1)OC=1N=C2C(=NC1)NC=C2C(=O)N[C@H]([C@@H](C(F)(F)F)O)C(C)C 2-[(1-acryloylpiperidin-4-yl)oxy]-N-[(2S,3S)-1,1,1-tri-fluoro-2-hydroxy-4-methylpentan-3-yl]-5H-pyrrolo[2,3-b]pyrazine-7-carboxamide